1-(3-fluoropropyl)-3-aminoAzetidine FCCCN1CC(C1)N